P(=O)(O)(O)O.I hydroiodic acid phosphate